5-{4-[4-(5-cyclopropyl-3-methylpyridin-2-yl)piperazine-1-carbonyl]-3-fluorophenyl}-5-ethylimidazolidine-2,4-dione C1(CC1)C=1C=C(C(=NC1)N1CCN(CC1)C(=O)C1=C(C=C(C=C1)C1(C(NC(N1)=O)=O)CC)F)C